ON=C(C1=CC=C(C=C1)OC(F)(F)F)Cl N-hydroxy-4-(trifluoromethoxy)benzimidoyl chloride